BrC=1C=C(C=CC1)C(C1=NN=CN1C)C1CC1 3-[(3-bromophenyl)cyclopropylmethyl]-4-methyl-4H-1,2,4-triazole